C[Si]1(O[Si](O[Si](O1)(CCC(F)(F)F)C)(CCC(F)(F)F)C)CCC(F)(F)F trimethyl-tri(trifluoropropyl)cyclotrisiloxane